CN(C1=CC=C(C=C1)N1CC2(C1)CN(CC2)C2=C(C(N(C1=CC=CC=C21)C)=O)C#N)C 4-{2-[4-(dimethylamino)phenyl]-2,6-diazaspiro[3.4]oct-6-yl}-1-methyl-2-oxo-1,2-dihydroquinoline-3-carbonitrile